CN(CC=1C=CC=C2C=CC=NC12)CC1=CC(=NC=C1)C=1C=C2CN(C(C2=CC1)=O)C1C(NC(CC1)=O)=O 3-(5-(4-((methyl(quinolin-8-ylmethyl)amino)methyl)pyridin-2-yl)-1-oxoisoindolin-2-yl)piperidine-2,6-dione